3-(benzo[d][1,3]dioxol-5-yl)-5-(((1-methyl-1H-benzo[d]imidazol-2-yl)thio)methyl)-1,2,4-oxadiazole O1COC2=C1C=CC(=C2)C2=NOC(=N2)CSC2=NC1=C(N2C)C=CC=C1